tert-butyl 2-((2-amino-4-((3-methyl-4-((1-methyl-1H-benzoimidazol-5-yl)oxy)phenyl)amino)pyrimidin-5-yl)ethynyl)pyrrolidine-1-carboxylate NC1=NC=C(C(=N1)NC1=CC(=C(C=C1)OC1=CC2=C(N(C=N2)C)C=C1)C)C#CC1N(CCC1)C(=O)OC(C)(C)C